COCC1=C(N)C=CC=C1 2-(methoxymethyl)aniline